C(#C)C1=CC=C(C=C1)C1=NC(=NC(=C1)C(F)(F)F)SC 4-(4-ethynylphenyl)-2-(methylthio)-6-(trifluoromethyl)pyrimidine